C(#N)C=1C=NN2C1C(=CC(=C2)OCCOC)C=2C=CC(=NC2)N2CCN(CC2)C(=O)NCC(C)C 4-(5-(3-Cyano-6-(2-methoxyethoxy)pyrazolo[1,5-a]pyridin-4-yl)pyridin-2-yl)-N-isobutylpiperazine-1-carboxamide